[C@@H]1([C@H](O)[C@H](O)[C@@H](CO)O1)N1C=NC=2C(=O)NC(N)=NC12.P(=O)(O)(O)O Phosphate-Guanosin